CN(C(OC(C)(C)C)=O)CC1OCCCC2=C1C=CC=C2C2=CC=NC=C2 tert-Butyl methyl((6-(pyridin-4-yl)-1,3,4,5-tetrahydrobenzo[c]oxepin-1-yl)methyl)carbamate